ClC1=CC(=C2C(=N1)NC=C2)N2CC1=C(N=CN=C1N1CCS(CC1)(=O)=O)C[C@H]2C 4-[(7R)-6-{6-chloro-1H-pyrrolo[2,3-b]pyridin-4-yl}-7-methyl-5H,6H,7H,8H-pyrido[4,3-d]pyrimidin-4-yl]-1λ6-thiomorpholine-1,1-dione